4-((((7-(1-(4-Chlorobenzyl)piperidin-3-yl)-2-methylpyrazolo[1,5-a]pyrimidin-3-yl)methyl)amino)methyl)piperidine-1-carboxamide ClC1=CC=C(CN2CC(CCC2)C2=CC=NC=3N2N=C(C3CNCC3CCN(CC3)C(=O)N)C)C=C1